(S)-6-(6-methoxy-1H-imidazo[4,5-b]pyridin-2-yl)-2-methyl-7-((1-(pyrimidin-2-yl)-ethyl)amino)-2H-pyrazolo[4,3-b]pyridin-5(4H)-one COC=1C=C2C(=NC1)N=C(N2)C2=C(C=1C(NC2=O)=CN(N1)C)N[C@@H](C)C1=NC=CC=N1